5'-methyl-4-pentyl-2'-(prop-1-en-2-yl)-3-(1H-tetrazol-5-yl)-[1,1'-biphenyl]-2,6-diol CC=1C=CC(=C(C1)C=1C(=C(C(=CC1O)CCCCC)C1=NN=NN1)O)C(=C)C